FC1(CN[C@@H]2[C@H]1N(CC2)CCC(C(=O)OCC=C)(C)O)F allyl 4-((cis)-6,6-difluorohexahydropyrrolo[3,2-b]pyrrol-1(2H)-yl)-2-hydroxy-2-methylbutanoate